(3S)-3-(1,4-dimethyl-1H-benzotriazol-5-yl)-3-(7-{[(2R,5S)-2-ethyl-5-methyl-2,3-dihydropyrido[2,3-f][1,4]oxazepin-4(5H)-yl]methyl}-2,3-dihydro-1H-inden-5-yl)propanoic acid ethyl ester C(C)OC(C[C@@H](C=1C=C2CCCC2=C(C1)CN1C[C@H](OC2=C([C@@H]1C)N=CC=C2)CC)C2=C(C1=C(N(N=N1)C)C=C2)C)=O